NCC=C 3-Aminopropene